ClC=1C(=C(C=CC1OCC1CC1)NC1=NC=NC2=C1N=C(N=C2)N2[C@@H]1CN([C@H](C2)C1)C(C=C)=O)F 1-((1S,4S)-5-(8-((3-chloro-4-(cyclopropylmethoxy)-2-fluorophenyl)amino)pyrimido[5,4-d]pyrimidin-2-yl)-2,5-diazabicyclo[2.2.1]heptan-2-yl)prop-2-en-1-one